(Z)-2-(2-tolyl)-2-methoxyiminoacetic acid methyl ester COC(\C(=N/OC)\C1=C(C=CC=C1)C)=O